FC1=CC=CC=2NC(=NC21)C=2C=C(C=NC2)C2=CC(=NC=C2)C#N 5-(4-fluoro-1H-1,3-benzodiazol-2-yl)-[3,4'-bipyridine]-2'-carbonitrile